(2-cyanophenyl)-N-methyl-[1,2,4]triazolo[4,3-a]quinazolin-5-amine C(#N)C1=C(C=CC=C1)C1=NN=C2N1C1=CC=CC=C1C(=N2)NC